2-methyl-6-(3-(trifluoromethyl)-5,6-dihydro-[1,2,4]triazolo[4,3-a]pyrazin-7(8H)-yl)pyridin CC1=NC(=CC=C1)N1CC=2N(CC1)C(=NN2)C(F)(F)F